C(C)C=1C(NC=2C=C(C=NC2C1)CN1CCN([C@@H]2CC[C@@H]12)C=1C=CC(=NC1)C(=O)NC)=C=O 5-((1R,6R)-5-((7-ethyl-6-carbonyl-5,6-dihydro-1,5-naphthyridine-3-yl)methyl)-2,5-diazabicyclo[4.2.0]octan-2-yl)-N-methylpyridine-2-carboxamide